N-((S)-2-amino-1-(3-chlorophenyl)ethyl)-1-(2-(cyclohex-3-en-1-ylamino)-5-methyl-pyrimidin-4-yl)-1H-imidazole-4-carboxamide NC[C@H](C1=CC(=CC=C1)Cl)NC(=O)C=1N=CN(C1)C1=NC(=NC=C1C)NC1CC=CCC1